t-butyl 3-(2-nitrophenyl)-1,4,5,7-tetrahydro-6H-pyrazolo[3,4-c]pyridine-6-carboxylate [N+](=O)([O-])C1=C(C=CC=C1)C1=NNC=2CN(CCC21)C(=O)OC(C)(C)C